ClC1=C(C(=O)P(C2=CC=C(C=C2)CCC)(C(C2=C(C=CC=C2Cl)Cl)=O)=O)C(=CC=C1)Cl Bis-(2,6-dichlorobenzoyl)-(4-propylphenyl)phosphin oxid